O1COC2=C1C=CC(=C2)C=2C(=NC(=CN2)\C=C\CO[Si](C)(C)C(C)(C)C)N2CCC(CC2)C(=O)OC(C)(C)C tert-butyl (E)-1-(3-(benzo[d][1,3]dioxol-5-yl)-6-(3-((tert-butyldimethylsilyl)oxy)prop-1-en-1-yl)pyrazin-2-yl)piperidine-4-carboxylate